5-[(3,5-dichloropyridin-4-yl)sulfanyl]-N-(3-{[3-(dimethylamino)propyl]amino}-1,1-dioxo-2,3-dihydro-1-benzothiophen-6-yl)-1,3,4-thiadiazole-2-carboxamide ClC=1C=NC=C(C1SC1=NN=C(S1)C(=O)NC1=CC2=C(C(CS2(=O)=O)NCCCN(C)C)C=C1)Cl